((S)-1-(1-((trans)-4-aminocyclohexyl)-3-methyl-6-((1-(3,4,5-trimethoxyphenyl)-1H-imidazol-4-yl)amino)-1H-pyrazolo[3,4-d]pyrimidin-4-yl)pyrrolidin-2-yl)methanol N[C@@H]1CC[C@H](CC1)N1N=C(C=2C1=NC(=NC2N2[C@@H](CCC2)CO)NC=2N=CN(C2)C2=CC(=C(C(=C2)OC)OC)OC)C